N1N=CC(=C1)CC 2-(1H-pyrazol-4-yl)ethan